NC(C(=O)N(C)[C@@H]1COCC=2NC(C=3C=C(C(=CC3C21)F)F)=O)C2=CC(=CC=C2)Cl 2-Amino-2-(3-chlorophenyl)-N-((S)-8,9-difluoro-6-oxo-1,4,5,6-tetrahydro-2H-pyrano[3,4-c]isoquinolin-1-yl)-N-methylacetamide